N-{1-[(2R,6S)-6-(hydroxymethyl)-4-tritylmorpholin-2-yl]-2-oxo-1,2-dihydropyrimidine-4-yl}benzamide OC[C@H]1O[C@H](CN(C1)C(C1=CC=CC=C1)(C1=CC=CC=C1)C1=CC=CC=C1)N1C(N=C(C=C1)NC(C1=CC=CC=C1)=O)=O